1-[(3S)-3-{4-amino-3-[2-(6-fluoro-1-methyl-1,3-benzodiazol-5-yl)ethynyl]pyrazolo[4,3-c]pyridin-1-yl}pyrrolidin-1-yl]prop-2-en-1-one NC1=NC=CC2=C1C(=NN2[C@@H]2CN(CC2)C(C=C)=O)C#CC2=CC1=C(N(C=N1)C)C=C2F